FC1=CC=2N(C=C1)C=C(N2)CN {7-fluoroimidazo[1,2-a]pyridin-2-yl}methanamine